BrC=1C=C2N(C=CN=C2Cl)C1SC(F)F 7-bromo-1-chloro-6-[(difluoromethyl)sulfanyl]pyrrolo[1,2-a]pyrazine